C(C)(=O)C1=CC(=C(C=C1)CC(=O)OCC)OCC=1C=C(C2=C(C=CO2)C1)C1=C(C(=NC=C1)CN[S@@](=O)C(C)(C)C)F (S)-ethyl 2-(4-acetyl-2-((7-(2-((1,1-dimethylethylsulfinamido)methyl)-3-fluoropyridin-4-yl)benzofuran-5-yl)methoxy)phenyl)acetate